Octyldodecyl-stearic acid C(CCCCCCC)C(C(=O)O)(CCCCCCCCCCCCCCCC)CCCCCCCCCCCC